CN1N=CC=2C1=NC(=CC2N2CC1=C(CC2)N(N=C1C)CC12CCC(CC1)(CC2)NC(=O)C2NCCOC2)C N-(4-((5-(1,6-dimethyl-1H-pyrazolo[3,4-b]pyridin-4-yl)-3-methyl-4,5,6,7-tetrahydro-1H-pyrazolo[4,3-c]pyridin-1-yl)methyl)bicyclo[2.2.2]octan-1-yl)morpholine-3-carboxamide